(R)-N-(4-((7-cyano-1-methyl-2-((1-methyl-2-oxo-5-(trifluoromethyl)-1,2-dihydropyridin-3-yl)amino)-1H-imidazo[4,5-b]pyridin-6-yl)oxy)pyridin-2-yl)-3-methoxypyrrolidine-1-carboxamide C(#N)C1=C2C(=NC=C1OC1=CC(=NC=C1)NC(=O)N1C[C@@H](CC1)OC)N=C(N2C)NC=2C(N(C=C(C2)C(F)(F)F)C)=O